1-(2,2-dimethylpropyl)-4-(4-prop-2-enoylpiperazin-1-yl)pyrido[2,3-d]pyrimidin-2-one CC(CN1C(N=C(C2=C1N=CC=C2)N2CCN(CC2)C(C=C)=O)=O)(C)C